2,3,5-triiodophenethyl alcohol IC1=C(CCO)C=C(C=C1I)I